C1=CC=CC=2C3=CC=CC=C3C(C12)COC(NCCOCCOCCOCCOCC(=O)O)=O 1-(9H-fluoren-9-yl)-3-oxo-2,7,10,13,16-pentaoxa-4-azaoctadecan-18-oic acid